(S)-2-((5,5-dimethyl-8-(4-methyl-4H-1,2,4-triazol-3-yl)-5H-chromeno[3,4-d]-pyrimidin-3-yl)amino)-6,6a,7,8-tetrahydro-9H-pyrido[2,3-b]pyrrolo[1,2-d][1,4]oxazin-9-one CC1(OC=2C=C(C=CC2C=2C1=NC(=NC2)NC2=CC1=C(OC[C@H]3N1C(CC3)=O)N=C2)C2=NN=CN2C)C